15-(heptadecan-9-yl) 1-undecyl 7-oxopentadecanedioate O=C(CCCCCC(=O)OCCCCCCCCCCC)CCCCCCCC(=O)OC(CCCCCCCC)CCCCCCCC